C(C)N(S(=O)(=O)NC=1C(=C(C=CC1)B(O)O)F)C 3-{[ethyl-(methyl)sulfamoyl]amino}-2-fluorophenylboronic acid